methyl (R)-4-bromo-3-methylbutanoate BrC[C@@H](CC(=O)OC)C